[Os].[Ba].[Ir] iridium-barium Osmium